C(C=C)OC(=O)NCCOCC[N+](CCOP(=O)(O)[O-])(C)C 2-[2-[2-(Allyloxycarbonylamino)ethoxy]ethyl-dimethyl-ammonio]ethyl-hydrogenphosphat